(S)-N1-Ethyl-5-(1H-imidazol-4-carboxamido)-N6-(1-(2-(1-adamantylamino)-2-oxoethyl)-2-oxo-1,2-dihydropyridin-3-yl)-2-oxohexandiamid C(C)NC(C(CC[C@@H](C(=O)NC=1C(N(C=CC1)CC(=O)NC12CC3CC(CC(C1)C3)C2)=O)NC(=O)C=2N=CNC2)=O)=O